5-hydroxymethyl-5-ethyl-2-(1,1-dimethyl-2-hydroxyethyl)-1,3-dioxane OCC1(COC(OC1)C(CO)(C)C)CC